5-((3,5-dimethylphenyl)amino)-2-methylisoindolin-1-one CC=1C=C(C=C(C1)C)NC=1C=C2CN(C(C2=CC1)=O)C